4-((4-ethylpiperazin-1-yl)methyl)benzamide C(C)N1CCN(CC1)CC1=CC=C(C(=O)N)C=C1